ClC=1C=C2CCC[C@@]3(C2=CC1)COC1=C(N(C3)C[C@H]3[C@@H](CC3)CO)C=C(C=C1)S(=O)(=O)N(CC1=CC=C(C=C1)OC)CC1=CC=C(C=C1)OC (3S)-6'-chloro-N,N-bis[(4-methoxyphenyl)methyl]-5-[[(1R,2R)-2-(hydroxymethyl)cyclobutyl]methyl]spiro[2,4-dihydro-1,5-benzoxazepine-3,1'-tetralin]-7-sulfonamide